2-(bromomethyl)-4-methoxy-1-nitro-benzene BrCC1=C(C=CC(=C1)OC)[N+](=O)[O-]